FC1=C(OC2=CC3=C(N=C(N=C3)NC=3C=C(C=CC3)NC(C=C)=O)N3C2=NCC3)C=CC(=C1)F N-(3-((6-(2,4-difluorophenoxy)-8,9-dihydroimidazo[1',2':1,6]pyrido[2,3-d]pyrimidin-2-yl)amino)phenyl)acrylamide